FC=1C(NC(N(C1)[C@H]1C[C@@H]([C@H](O1)[C@@H](CO)O[P@](=O)(OC1=CC=CC2=CC=CC=C12)N[C@@H](C)C(=O)OCC1=CC=CC=C1)O)=O)=O benzyl ((S)-((R)-1-((2S,3S,5R)-5-(5-fluoro-2,4-dioxo-3,4-dihydropyrimidin-1(2H)-yl)-3-hydroxytetrahydrofuran-2-yl)-2-hydroxyethoxy)(naphthalen-1-yloxy)phosphoryl)-L-alaninate